Tert-butyl phosphoramidite P(OC(C)(C)C)([O-])N